folic acid (L-5-methyltetrahydrofolate) CN1C=2C(NC(=NC2NCC1CNC1=CC=C(C(N[C@@H](CCC(=O)O)C(=O)O)=O)C=C1)N)=O.C(CC[C@@H](C(=O)O)NC(=O)C1=CC=C(NCC2=CN=C3N=C(N)NC(=O)C3=N2)C=C1)(=O)O